NCCCNCCCNCCCNCCCCCCCCC=CCCCCCCCC N-(3-aminopropyl)-N'-[3-(9-octadecenylamino)propyl]-1,3-propanediamine